COCC1=C(C=CC=C1)B(O)O 2-(methoxymethyl)phenylboronic acid